[I-].[I-].[I-].C(=N)N.[Sn+3] tin formamidine tri-iodide